5-Bromo-2-cyanopyridin-3-yl 3-[4-(4-chloro-3,5-difluorophenyl)-1H-1,2,3-triazol-1-yl]-3-deoxy-2-O-methyl-1-thio-α-D-galactopyranoside ClC1=C(C=C(C=C1F)C=1N=NN(C1)[C@@H]1[C@H]([C@@H](SC=2C(=NC=C(C2)Br)C#N)O[C@@H]([C@@H]1O)CO)OC)F